2-(3-methyl-1,2,4-oxadiazol-5-yl)ethan-1-one CC1=NOC(=N1)CC=O